OCCC(N)C1=C(C=CC=C1)O (hydroxyethyl-aminomethyl)phenol